6',4-dihydroxy-6-methyl-chalcone OC1=CC=CC=C1C(/C=C/C1=CC=C(C=C1C)O)=O